CC1=CC(=NC=C1)C1=NC=CC(=C1)CN 4-methyl-4'-aminomethyl-2,2'-bipyridine